FC1=C(N=CC2=C1N=C(N=C2N2CCNCC2)OC[C@]21CCCN1C[C@@H](C2)F)C2=C(C(=CC(=N2)N)C)C(F)(F)F 6-(8-fluoro-2-(((2R,7aS)-2-fluorohexahydro-1H-pyrrolizin-7a-yl)methoxy)-4-(piperazin-1-yl)pyrido[4,3-d]pyrimidin-7-yl)-4-methyl-5-(trifluoromethyl)pyridin-2-amine